N[C@@H]1[C@H](C1)C1=CC=C(C=C1)NC(C1=CC=C(C=C1)N1CCN(CC1)C)=O N-[4-[(1R,2S)-2-aminocyclopropyl]phenyl]4-(4-methylpiperazin-1-yl)benzamide